1-(2-(4-((5-(furan-2-yl)-2-methoxyphenyl)amino)-7-methoxy-quinazolin-6-yl)-2,7-diazaspiro[3.5]nonan-7-yl)prop-2-en-1-one O1C(=CC=C1)C=1C=CC(=C(C1)NC1=NC=NC2=CC(=C(C=C12)N1CC2(C1)CCN(CC2)C(C=C)=O)OC)OC